C(=O)O.C(C)(C)(C)OC(=O)C1=C(N=C(S1)N(C(=O)C1CC(C1)NC1=NC=CC2=CC=C(C=C12)C1=NOC(=N1)C)CC)C ((1s,3s)-N-ethyl-3-((7-(5-methyl-1,2,4-oxadiazol-3-yl)isoquinolin-1-yl)amino)cyclobutanecarboxamido)-4-methylthiazole-5-carboxylic acid tert-butyl ester formate salt